C(#N)C=1C=NN2C1C(=CC(=C2)OCC(C)(C)O)C=2C=CC(=NC2)N2[C@@H]1CC3CC(C[C@@H]2C3)(C1)NC(=O)C1=NC=CC=C1F N-((1R,3S,5s,7s)-2-(5-(3-cyano-6-(2-hydroxy-2-methylpropyloxy)pyrazolo[1,5-a]pyridin-4-yl)pyridin-2-yl)-2-azaadamantan-5-yl)-3-fluoropyridineamide